24-(1-hydroxyethyl)-5α-cholan-3β,4β-diol OC(C)CCC[C@@H](C)[C@H]1CC[C@H]2[C@@H]3CC[C@H]4[C@H]([C@H](CC[C@]4(C)[C@H]3CC[C@]12C)O)O